3-(7-(methoxycarbonyl)-1H-benzo[d]imidazol-2-yl)propionic acid COC(=O)C1=CC=CC2=C1NC(=N2)CCC(=O)O